palladium (II) (diphenylphosphino)ferrocene dichloride [Cl-].[Cl-].C1(=CC=CC=C1)P(C1=CC=CC=C1)[C-]1C=CC=C1.[CH-]1C=CC=C1.[Fe+2].[Pd+2]